C(CCCCCCCCCCCCCCC)N1C(=C(C(C=C1O)=O)O)C(C)=O N-hexadecyl-2-acetyl-3,6-dihydroxypyridin-4-one